5-(quinoxalin-2-yl)-N2-(3,4,5-trimethoxyphenyl)thiazole-2,4-diamine N1=C(C=NC2=CC=CC=C12)C1=C(N=C(S1)NC1=CC(=C(C(=C1)OC)OC)OC)N